(S)-N-(3-(3'-chloro-6-methoxy-5-((((5-oxopyrrolidin-2-yl)methyl)amino)methyl)-[2,4'-bipyridin]-2'-yl)-2-methylphenyl)-5-(((2-hydroxyethyl)amino)methyl)pyrazine-2-carboxamide ClC=1C(=NC=CC1C1=NC(=C(C=C1)CNC[C@H]1NC(CC1)=O)OC)C=1C(=C(C=CC1)NC(=O)C1=NC=C(N=C1)CNCCO)C